C1(CCCCC1)OC(=O)C=1C(N(C2=CC(=CC=C2C1N)Br)C1=CC=C(C=C1)C(C)O)=O 4-Amino-7-bromo-1-(4-(1-hydroxyethyl)phenyl)-2-oxo-1,2-dihydroquinoline-3-carboxylic acid cyclohexyl ester